N,N'-bis(2,4,6-Triisopropylphenyl)methandiimin C(C)(C)C1=C(C(=CC(=C1)C(C)C)C(C)C)N=C=NC1=C(C=C(C=C1C(C)C)C(C)C)C(C)C